1-(2-thienyl)butanone Ethyl-2-(1-methyloctahydro-5H-pyrrolo[3,2-c]pyridin-5-yl)-5-oxo-5H-benzo-[4',5']thiazolo[3',2':1,6]pyrido[2,3-d]pyrimidine-6-carboxylate C(C)OC(=O)C=1C(C2=C(N=C(N=C2)N2CC3C(CC2)N(CC3)C)N3C1SC1=C3C=CC=C1)=O.S1C(=CC=C1)CC(CC)=O